5-cyclopropyl-N3-methyl-1-((3-methyl-1H-indol-4-yl)methyl)-2-oxo-1,2-dihydropyridine-3,5-dicarboxylic acid diamide C1(CC1)C1(C=C(C(N(C1)CC1=C2C(=CNC2=CC=C1)C)=O)C(=O)NC)C(=O)N